C(C1=CC=CC=C1)OC(C(=C)Cl)=O chloroacrylic acid benzyl ester